F[C@@H]1[C@]2(CCC[C@@](C[C@@H]1N(C=1N=CC(=NC1)C1=C(C=C(C=C1)C1=CC=NN1)O)C)(N2)C)C 2-(5-{[(1R,2S,3S,5S)-2-fluoro-1,5-dimethyl-9-azabicyclo[3.3.1]nonan-3-yl](methyl)amino}pyrazin-2-yl)-5-(1H-pyrazol-5-yl)phenol